CN1N=C(N=N1)CC(=O)O 2-(2-methyl-2H-tetrazol-5-yl)acetic acid